6-(cyclopentylamino)nicotinic acid C1(CCCC1)NC1=NC=C(C(=O)O)C=C1